CNC1=CC2=C(C(N(N=C2C(C)C)CC(=O)NC2=NC=CC=N2)=O)S1 2-[2-(Methylamino)-7-oxo-4-(propan-2-yl)-6H,7H-thieno[2,3-d]pyridazin-6-yl]-N-(pyrimidin-2-yl)acetamide